COP(=O)(OC)CC1=C(OC2CCN(CC2)C(=O)OC(C)(C)C)C=CC(=C1)CO tert-butyl 4-(2-((dimethoxyphosphoryl)methyl)-4-(hydroxymethyl)phenoxy)piperidine-1-carboxylate